C(C)(C)(C)OC(=O)N1CC(CC1)N1N=CC2=CC(=CC=C12)Br 3-(5-bromo-1H-indazol-1-yl)pyrrolidine-1-carboxylic acid tert-butyl ester